3-(1-(3-fluorobenzyl)-1H-indol-5-yl)-N-(2-hydroxyethyl)benzamide methyl-6-chloro-5-cyclopropyl-3-fluoro-pyrazine-2-carboxylate COC(=O)C1=NC(=C(N=C1F)C1CC1)Cl.FC=1C=C(CN2C=CC3=CC(=CC=C23)C=2C=C(C(=O)NCCO)C=CC2)C=CC1